(E)-3-(4-chloro-2-hydroxyphenyl)-1-phenylpropan-2-en-1-one ClC1=CC(=C(C=C1)/C=C/C(=O)C1=CC=CC=C1)O